(S)-2-(tert-butyl)-5-(4-(4-methylpyrazolo[1,5-a]pyridin-2-yl)-6,7-dihydro-1H-imidazo[4,5-c]pyridin-5(4H)-yl)-1,3,4-oxadiazole C(C)(C)(C)C=1OC(=NN1)N1[C@@H](C2=C(CC1)NC=N2)C2=NN1C(C(=CC=C1)C)=C2